dioleoyl-ethylhydroxyethyl-methylammonium methylsulfate COS(=O)(=O)[O-].C(CCCCCCC\C=C/CCCCCCCC)(=O)C([NH+](CCO)CC)C(CCCCCCC\C=C/CCCCCCCC)=O